[2H]C1=NC(=C(C(=C1[2H])C(=O)OC)O)[2H] methyl 2,3,6-trideuterio-5-hydroxy-pyridine-4-carboxylate